9-(2-carboxyphenyl)-6-hydroxy-3H-xanthen-3-one C(=O)(O)C1=C(C=CC=C1)C=1C2=CC=C(C=C2OC2=CC(C=CC12)=O)O